3-(4-Methoxyphenyl)-N-phenyl-N-tetrahydrofuran-3-yl-prop-2-enamide COC1=CC=C(C=C1)C=CC(=O)N(C1COCC1)C1=CC=CC=C1